CC1(CCC(C2=C1C=CC(=C2)NC(=O)C3=CC=C(C=C3)C(=O)O)(C)C)C The molecule is a dicarboxylic acid monoamide resulting from the condensation of one of the carboxy groups of terephthalic acid with the amino group of 5,5,8,8-tetramethyl-5,6,7,8-tetrahydronaphthalen-2-amine. It has a role as an antineoplastic agent and a retinoic acid receptor alpha/beta agonist. It is a member of tetralins, a retinoid and a dicarboxylic acid monoamide. It derives from a 4-carbamoylbenzoic acid and a terephthalic acid.